5-((4-ethylpiperazin-1-yl)methyl)pyridin-2-yl-5-fluoro-4-(3-isopropyl-2-methyl-2H-indazol-5-yl)pyrimidin-2-amine C(C)N1CCN(CC1)CC=1C=CC(=NC1)C1=C(C(=NC(=N1)N)C1=CC2=C(N(N=C2C=C1)C)C(C)C)F